4-(5-chloro-2-((1-methyl-1H-pyrazol-4-yl)amino)pyrimidin-4-yl)-N-(3-chloro-4-fluorobenzyl)thiophene-2-carboxamide ClC=1C(=NC(=NC1)NC=1C=NN(C1)C)C=1C=C(SC1)C(=O)NCC1=CC(=C(C=C1)F)Cl